tert-butyl 8-((4-fluorobenzyl)oxy)-1,4,5,6-tetrahydroazepino[4,5-b]indole-3(2H)-carboxylate FC1=CC=C(COC=2C=CC=3C4=C(NC3C2)CCN(CC4)C(=O)OC(C)(C)C)C=C1